N-(trifluoromethylsulfonyl)phthalimide FC(S(=O)(=O)N1C(C=2C(C1=O)=CC=CC2)=O)(F)F